ClC1=C(C=CC=C1F)[C@H]([C@H](CCC)NC(=O)C=1C=2CC(NC2C(=CC1)F)=O)O N-[(1S)-1-[(R)-(2-chloro-3-fluorophenyl)hydroxymethyl]butyl]-7-fluoro-2,3-dihydro-2-oxo-1H-indole-4-carboxamide